ClC=1N=NC(=C2C1C=NC=C2)NC2CC(C2)(O)C cis-3-((4-chloropyrido[3,4-d]pyridazin-1-yl)amino)-1-methylcyclobutan-1-ol